[SeH-]=[Se].OCCC 3-hydroxy-n-propane diselenide